2-[(3R)-1-tert-Butoxycarbonylpyrrolidin-3-yl]-3-[3-(prop-2-ynylamino)phenyl]propanoic acid C(C)(C)(C)OC(=O)N1C[C@H](CC1)C(C(=O)O)CC1=CC(=CC=C1)NCC#C